ClC=1C(N(N=CC1NC[C@@H]1COCCC1)C1=CC=C(C=C1)O[C@@H]1C[C@H](C1)O[Si](C)(C)C(C)(C)C)=O trans-4-chloro-2-[4-[3-[1,1-dimethylethyl-(dimethyl)silyl]oxycyclobutoxy]phenyl]-5-[[(3R)-tetrahydropyran-3-yl]methylamino]pyridazin-3-one